1-(4-Fluoro-2-methylphenyl)-3-(6-methoxy-2-methylpyridin-3-yl)-7-(trifluoromethyl)-2,3-dihydropyrido[3,2-d]pyrimidin-4(1H)-one FC1=CC(=C(C=C1)N1CN(C(C2=C1C=C(C=N2)C(F)(F)F)=O)C=2C(=NC(=CC2)OC)C)C